FC1=C(C=C(C=C1)F)C(CC#CC#CC=1C2=C(N=C(N1)OC[C@@H]1N(CCC1)C)NC=C2)C=2C(N(C=CC2)C)=O 3-(1-(2,5-Difluorophenyl)-6-(2-(((R)-1-methylpyrrolidin-2-yl)methoxy)-7H-pyrrolo[2,3-d]pyrimidin-4-yl)hex-3,5-diyn-1-yl)-1-methylpyridin-2(1H)-one